CC(OC(NCC=1C(=CC=CC1)CNC(=O)OC(C)(C)C)=O)(C)C tetramethyl-xylylenediurethane